(S)-4-Ethyl-9-isopentyl-2-methyl-1-oxa-4,9-diazaspiro[5.5]undecan-3-on C(C)N1C([C@@H](OC2(C1)CCN(CC2)CCC(C)C)C)=O